NC=1C2=C(N=CN1)N(C(=C2C2=CC(=C(C=C2)Cl)SC)C#CC2CN(C2)[C@@H]2[C@@H](CN(CC2)C(C=C)=O)O)C(C)C 1-((3R,4S)-4-(3-((4-amino-5-(4-chloro-3-(methylthio)phenyl)-7-isopropyl-7H-pyrrolo[2,3-d]pyrimidin-6-yl)ethynyl)azetidin-1-yl)-3-hydroxypiperidin-1-yl)prop-2-en-1-one